Cl.FC1(CCC(CC1)NCCCCC1CCCC2=C(O1)C(=CC=C2C)S(=O)(=O)N2[C@@H](CCC2)C(=O)O)F ((2-(4-((4,4-Difluorocyclohexyl)amino)butyl)-6-methyl-2,3,4,5-tetrahydrobenzo[b]oxepin-9-yl)sulfonyl)-L-proline hydrochloride